1,3-dichloro-1,3,5-triazine-2,4,6(1H,3H,5H)trione sodium salt [Na].ClN1C(N(C(NC1=O)=O)Cl)=O